2-methyl-1-Hydroxyanthraquinone CC1=C(C=2C(C3=CC=CC=C3C(C2C=C1)=O)=O)O